FC([C@@H]1[C@@H](C1)N)F |r| rac-(1r,2s)-2-(difluoromethyl)cyclopropylamine